Dithienyl-phosphine S1C(=CC=C1)PC=1SC=CC1